ClC1=NC(=CC(=C1)C1=CC=C(C=O)C=C1)Cl 4-(2,6-dichloropyridin-4-yl)benzaldehyde